ClC1=C(C=CC=C1NC=1N=CC=C2C=C(C=NC12)CN1CCC1)C1=C(C(=CC=C1)NC=1N=CC=C2C=C(C=NC12)CN1C[C@@H](CC1)O)C (R)-1-((8-((2-Chloro-3'-((3-((3-hydroxypyrrolidin-1-yl)methyl)-1,7-naphthyridin-8-yl)amino)-2'-methyl-[1,1'-biphenyl]-3-yl)amino)-1,7-naphthyridin-3-yl)methyl)azetidin